Methyl (3S,6S,10aR)-6-{[(tert-butoxy)carbonyl]amino}-5,8-dioxo-decahydropyrrolo[1,2-a]azocine-3-carboxylate C(C)(C)(C)OC(=O)N[C@H]1CC(CC[C@@H]2N(C1=O)[C@@H](CC2)C(=O)OC)=O